COC1=C(C=CC(=C1)OC)C(C1=CC=C(OCC(=O)NN(C(C2=CC=CC=C2)C2=CC=CC=C2)C)C=C1)(N)C(=O)OCC1=CC=CC=2C3=CC=CC=C3CC12 4-(2',4'-dimethoxyphenyl-fluorenylmethoxycarbonyl-aminomethyl)-phenoxyacetamido-methyl-benzhydrylamine